C1(CCCC1)NC1=NN2C(N(C(C3=C2N=C(C=C3)C(F)(F)F)=O)CC(=O)NC3=NC=C(C=C3)F)=C1 2-(2-(Cyclopentylamino)-5-oxo-8-(trifluoromethyl)pyrazolo[1,5-a]pyrido[3,2-e]pyrimidin-4(5H)-yl)-N-(5-fluoropyridin-2-yl)acetamide